tert-butyl 5-ethynyl-2-oxospiro[indoline-3,3'-pyrrolidine]-1'-carboxylate C(#C)C=1C=C2C(=CC1)NC(C21CN(CC1)C(=O)OC(C)(C)C)=O